N-(3-carbamoyl-5,5,7,7-tetramethyl-4,7-dihydro-5H-thieno[2,3-c]pyran-2-yl)-1H-pyrazole-5-carboxamide C(N)(=O)C1=C(SC=2C(OC(CC21)(C)C)(C)C)NC(=O)C2=CC=NN2